C(C=C)(=O)OCCC=1C(=C(C(C(=O)O)=CC1)C(=O)O)CCO.BrC1=NNC2=C1C=NC(=C2)C(=O)N2C1CC(CC2CC1)O (3-bromo-1H-pyrazolo[4,3-c]pyridin-6-yl)-(3-endo-hydroxy-8-azabicyclo[3.2.1]oct-8-yl)methanone 2-acryloyloxyethyl-2-hydroxyethyl-phthalate